N-((3R,4S)-1-ethyl-3-fluoropiperidin-4-yl)-2-(3-((2-methoxy-4-(methylsulfonyl)phenyl)amino)prop-1-yn-1-yl)-1-(2,2,2-trifluoroethyl)-1H-indol-4-amine C(C)N1C[C@H]([C@H](CC1)NC=1C=2C=C(N(C2C=CC1)CC(F)(F)F)C#CCNC1=C(C=C(C=C1)S(=O)(=O)C)OC)F